C(C)[BH-](CC)CC.[Li+] Lithium triethylborohydride